Cl.C1NCC12CC(C2)CO (2-azaspiro[3.3]heptane-6-yl)methanol hydrochloride